NN1C(N(C(C=C1C(F)(F)F)=O)C=1C(=CC(=C(C1)SC=1C(=NC=CC1)OCC(=O)OCCOCC)Cl)F)=O 2-ethoxyethyl {[3-({5-[3-amino-2,6-dioxo-4-(trifluoromethyl)-3,6-dihydropyrimidin-1(2H)-yl]-2-chloro-4-fluorophenyl}sulfanyl)pyridin-2-yl]oxy}acetate